(E)-2-(5-chlorothien-2-yl)ethenesulfonylchloride ClC1=CC=C(S1)/C=C/S(=O)(=O)Cl